N,2,3-trimethyl-2-isopropyl-butyl-amide C[N-]CC(C(C)C)(C(C)C)C